2-(4-(2-(((R)-phenyl((R)-1,2,3,4-tetrahydropyrido[2,3-b]pyrazin-3-yl)methyl)amino)ethyl)thiophen-2-yl)acetic acid C1(=CC=CC=C1)[C@H]([C@H]1CNC2=C(N1)N=CC=C2)NCCC=2C=C(SC2)CC(=O)O